6-bromo-2-{3-[(2R)-1-(4-methyl-4H-1,2,4-triazol-3-yl)propan-2-yl]phenyl}-4-(trifluoromethyl)-2,3-dihydro-1H-isoindol-1-one BrC1=CC(=C2CN(C(C2=C1)=O)C1=CC(=CC=C1)[C@@H](CC1=NN=CN1C)C)C(F)(F)F